5-bromo-2-(oxiran-2-ylmethoxy)benzonitrile BrC=1C=CC(=C(C#N)C1)OCC1OC1